3-amino-(1,1'-biphenyl)-4,4'-dicarboxylic acid NC=1C=C(C=CC1C(=O)O)C1=CC=C(C=C1)C(=O)O